Methyl 2-(((tert-butoxycarbonyl)(cyclobutylmethyl)amino)methyl)-1H-indole-6-carboxylate C(C)(C)(C)OC(=O)N(CC1CCC1)CC=1NC2=CC(=CC=C2C1)C(=O)OC